C(C)(C)(C)OC(=O)N1CC(C(CC1)=O)C(C)=O 3-acetyl-4-oxopiperidine-1-carboxylic acid tert-butyl ester